C1(=CC=CC=C1)N1C2=NC(=NC=C2N=C1C1CNCC1)N1CCOCC1 4-(9-phenyl-8-(pyrrolidin-3-yl)-9H-purin-2-yl)morpholine